ClC1=CC=C(C=C1)C=1NC(=CC1C#N)C(F)(F)F 2-(p-chlorophenyl)-5-(trifluoromethyl)pyrrole-3-nitrile